O1CCN(C2=C1C=CC=C2)NC(=O)C=2C(=NC1=C(C=CC=C1C2N2CCOCC2)C2=C(C(=CC(=C2)F)F)F)C(F)(F)F N-(2,3-dihydro-1,4-benzoxazin-4-yl)-4-morpholino-2-(trifluoromethyl)-8-(2,3,5-trifluorophenyl)quinoline-3-carboxamide